4-n-butyl-1-octanethiol C(CCC)C(CCCS)CCCC